ClC=1C(=NC(=NC1)N1C[C@@H](C([C@@H](C1)C)(F)F)CN1C(C2=CC=CC=C2C1=O)=O)NC1=CC2=C(N(C(N2CCC(C)(C)O)=O)C)C=C1 2-[[(3r,5r)-1-[5-chloro-4-[[3-(3-hydroxy-3-methyl-butyl)-1-methyl-2-oxo-benzimidazol-5-yl]amino]pyrimidin-2-yl]-4,4-difluoro-5-methyl-3-piperidinyl]methyl]isoindoline-1,3-dione